C(CCCCCCCC)C1=CC=C(C=C1)P([O-])(=O)C1=CC=C(C=C1)CCCCCCCCC.[Ni+2].C(CCCCCCCC)C1=CC=C(C=C1)P([O-])(=O)C1=CC=C(C=C1)CCCCCCCCC nickel bis(p-nonylphenyl)phosphinate